C(CCCCCCCCC(=O)NN)(=O)NN sebacic acid dihydrazide